3-(((4,4-bis(octyloxy)butanoyl)oxy)methyl)-5-(hydroxymethyl)benzyl (2-hexyldecyl) adipate C(CCCCC(=O)OCC(CCCCCCCC)CCCCCC)(=O)OCC1=CC(=CC(=C1)CO)COC(CCC(OCCCCCCCC)OCCCCCCCC)=O